CN(C(=O)C1CCS(CC1)(=O)=O)[C@H](C(F)(F)F)C1=NC=C(C=C1)NC1CC2=CC(=C(C(=C2C1)F)F)F N-methyl-N-((1S)-2,2,2-trifluoro-1-(5-((4,5,6-trifluoro-2,3-dihydro-1H-inden-2-yl)amino)pyridin-2-yl)ethyl)tetrahydro-2H-thiopyran-4-carboxamide 1,1-dioxide